FC1COC2=C(O1)C=CC=C2N2CC(NCC2)F 2-Fluoro-5-(3-fluoropiperazin-1-yl)-2,3-dihydro-1,4-benzodioxine